(E)-4-(3-oxo-3-(p-tolyloxy)prop-1-en-1-yl)-1,2-phenylene diacetate C(C)(=O)OC1=C(C=C(C=C1)\C=C\C(OC1=CC=C(C=C1)C)=O)OC(C)=O